5-(N-(2-(4-(4-Bromothiophene-2-carbonyl)piperazin-1-yl)phenyl)-N-phenethylsulfamoyl)-3-methylbenzofuran-2-Carboxylic acid BrC=1C=C(SC1)C(=O)N1CCN(CC1)C1=C(C=CC=C1)N(S(=O)(=O)C=1C=CC2=C(C(=C(O2)C(=O)O)C)C1)CCC1=CC=CC=C1